C(C)[C@@H]1CN(CCN1CC)C(=O)C=1C=C(CN2C(NC(C3=CC=CC=C23)=O)=O)C=CC1F (R)-1-(3-(3-ethyl-4-ethylpiperazine-1-carbonyl)-4-fluorobenzyl)quinazoline-2,4(1H,3H)-dione